BrC1=CC2=C(C=C1)C1(C(N(C(N1)=O)COCC[Si](C)(C)C)=O)CO2 6-bromo-3'-(2-trimethylsilylethoxymethyl)spiro[2H-benzofuran-3,5'-imidazolidine]-2',4'-dione